CC1=NC(=CC(=C1)C=1NC2=CC(=CC=C2C1C)C=1SC=C(N1)C1CCNCC1)C 2-(2-(2,6-dimethylpyridin-4-yl)-3-methyl-1H-indol-6-yl)-4-(piperidin-4-yl)thiazole